FC=1C=C(C=CC1N1CCOCC1)N1C(O[C@H](C1)CNS(=O)(=O)C1=CC=CC=C1)=O (R)-N-((3-(3-fluoro-4-morpholinophenyl)-2-oxooxazolidin-5-yl)methyl)benzenesulfonamide